(isopropylsulfonyl)-2-(5-(p-tolyl)-1H-imidazol-2-yl)piperidine C(C)(C)S(=O)(=O)N1C(CCCC1)C=1NC(=CN1)C1=CC=C(C=C1)C